bis(isocyanatomethyl-thio)methane copper Chromium Phosphorus [P].[Cr].[Cu].N(=C=O)CSCSCN=C=O